C(C=C)(=O)OCCCCC1=C(C(C(=O)O)=CC=C1C(=O)O)C(=O)O acryloxybutyltrimellitic acid